[Si](C1=CC=CC=C1)(C1=CC=CC=C1)(C(C)(C)C)OC[C@H]1[C@@H](C1)CC=O 2-((1S,2R)-2-(((tert-Butyldiphenylsilyl)oxy)methyl)cyclopropyl)acetaldehyde